(S)-γ-azido-homoalanine N(=[N+]=[N-])CC[C@H](N)C(=O)O